C(C)(=O)C1=C(N(C(=C1)CCCCC#N)C1=CC(=C(C#N)C=C1)F)C 4-(3-acetyl-5-(4-cyanobutyl)-2-methyl-1H-pyrrol-1-yl)-2-fluorobenzonitrile